Methyl (1s,4s)-4-(benzyloxy)cyclohexane-1-carboxylate Benzyl-trichloroacetimidate C(C1=CC=CC=C1)OC(C(Cl)(Cl)Cl)=N.C(C1=CC=CC=C1)OC1CCC(CC1)C(=O)OC